2-methoxy-N-methyl-N-(1-methylpiperidin-4-yl)-4-(6-(4-(2-(oxetan-3-yl)acetamido)thiophen-2-yl)pyrazin-2-yl)benzamide COC1=C(C(=O)N(C2CCN(CC2)C)C)C=CC(=C1)C1=NC(=CN=C1)C=1SC=C(C1)NC(CC1COC1)=O